ClC1=C2C=C(C(=NC2=CC(=N1)C)C)C1=CC=C(C=C1)F 5-chloro-3-(4-fluorophenyl)-2,7-dimethyl-1,6-naphthyridine